N1CN(CC12CCCCC2)CC(=O)N 1,3-Diaza-Spiro[4.5]Dec-3-Yl-Acetamide